2-isopropyl-2,4-dimethylpentanoic acid C(C)(C)C(C(=O)O)(CC(C)C)C